FC=1C=C(C=C(C1)F)C1OCCO1 2-(3,5-difluorophenyl)-1,3-dioxolane